NC1=NC=CC=C1C1=NC=2C(=NC(=CC2)C2=CC=CC=C2)N1C1=CC=C(CN2CCN(CC2)C=2C(C(C2OCC)=O)=O)C=C1 3-(4-(4-(2-(2-Aminopyridin-3-yl)-5-phenyl-3H-imidazo[4,5-b]pyridin-3-yl)benzyl)piperazin-1-yl)-4-ethoxycyclobut-3-ene-1,2-dione